2-Methoxy-4-methyl-N-(4,4,4-trifluorobutyl)-1H-imidazole-1-carboxamide COC=1N(C=C(N1)C)C(=O)NCCCC(F)(F)F